5-chloro-2-(7-fluorochroman-4-yl)-4-methylbenzoyl chloride ClC=1C(=CC(=C(C(=O)Cl)C1)C1CCOC2=CC(=CC=C12)F)C